methyl (R,E)-4-((2-(3-(2,4-dihydroxy-3,3-dimethylbutanamido)propanamido)ethyl)thio)-4-oxobut-2-enoate O[C@@H](C(=O)NCCC(=O)NCCSC(/C=C/C(=O)OC)=O)C(CO)(C)C